FC1(CN(CCC1)C1=NC2=CC=C(C=C2C=C1C(=O)NC1=CC(=NC=C1)S(N)(=O)=O)F)F 2-(3,3-difluoropiperidin-1-yl)-6-fluoro-N-(2-sulfamoylpyridin-4-yl)quinoline-3-carboxamide